C(C)OCCN(CC[C@@H](C(=O)O)NC(=O)C1=C(N=CS1)C(F)(F)F)CCCCC1=NC=2NCCCC2C=C1 (S)-4-((2-ethoxyethyl)(4-(5,6,7,8-tetrahydro-1,8-naphthyridin-2-yl)butyl)amino)-2-(4-(trifluoromethyl)thiazole-5-carboxamido)butanoic acid